N-(2-((R)-4-Cyanothiazolidin-3-yl)-2-oxoethyl)-6-((R)-3-(hydroxymethyl)pyrrolidin-1-yl)quinoline-4-carboxamide C(#N)[C@H]1N(CSC1)C(CNC(=O)C1=CC=NC2=CC=C(C=C12)N1C[C@@H](CC1)CO)=O